3-methyl-2-[2-[(2R)-2-methylmorpholin-4-yl]-[1,2,4]triazolo[1,5-a]pyrimidin-5-yl]-5-(trifluoromethyl)phenol CC=1C(=C(C=C(C1)C(F)(F)F)O)C1=NC=2N(C=C1)N=C(N2)N2C[C@H](OCC2)C